BrC=1C=NN(C1)C(CC#N)C1CCCC1 3-(4-bromo-1H-pyrazol-1-yl)-3-cyclopentyl-propionitrile